C(#C)C=1C=NC2=C(C=C(C=C2C1)OC(C(=S)N)C)C 2-[(3-ethynyl-8-methyl-6-quinolyl)oxy]-2-methylthioacetamide